O=C1NC(CCC1N1C(C2=CC(=CC(=C2C1)C1=CCN(CC1)C(=O)OC(C)(C)C)F)=O)=O tert-butyl 4-(2-(2,6-dioxopiperidin-3-yl)-6-fluoro-1-oxoisoindolin-4-yl)-5,6-dihydropyridine-1(2H)-carboxylate